ClC1=C(C(=CC=C1)F)NC(=O)C1=CC(=C(C=C1O[C@H](C(F)(F)F)C)C=1OC(=C(N1)C(=O)OCC)CC)F (S)-ethyl 2-(4-((2-chloro-6-fluorophenyl)carbamoyl)-2-fluoro-5-((1,1,1-trifluoropropan-2-yl)oxy)phenyl)-5-ethyloxazole-4-carboxylate